C(C)(C)C12CC(C(C=C1)(CC2)C)C(=O)O 4-isopropyl-1-methylbicyclo[2.2.2]-5-octene-2-carboxylic acid